N-(2-ethynyl-thiazol-4-yl)-3-phenylpropionamide C(#C)C=1SC=C(N1)NC(CCC1=CC=CC=C1)=O